5-Chloro-2-hydroxybenzoamide ClC=1C=CC(=C(C(=O)N)C1)O